[2-amino-4-(trifluoromethoxy)phenyl]-[4-[2-[tetrahydrofuran-3-yl]oxy-5H-pyrrolo[2,3-b]pyrazin-7-yl]-1-piperidyl]methanone NC1=C(C=CC(=C1)OC(F)(F)F)C(=O)N1CCC(CC1)C1=CNC2=NC=C(N=C21)OC2COCC2